4-cyclopropyl-N-[(2S)-1-(methylsulfonyl)-2-(5-methyl-1,2,4-Oxadiazol-3-yl)propan-2-yl]-3-(2,2,2-trifluoroethoxy)benzamide C1(CC1)C1=C(C=C(C(=O)N[C@@](CS(=O)(=O)C)(C)C2=NOC(=N2)C)C=C1)OCC(F)(F)F